C(C1=CC=CC=C1)O[C@H](C(=O)O)CCNC(=O)OC(C)(C)C (S)-2-(benzyloxy)-4-((tert-butoxycarbonyl)amino)butanoic Acid